N-(o-Toluoyl)glycine benzyl-(R)-aziridine-2-carboxylate C(C1=CC=CC=C1)[N@]1C(C1)C(=O)O.C=1(C(=CC=CC1)C(=O)NCC(=O)O)C